NC1=CC(=C(C=N1)N1C=C(C(C2=CC(=C(N=C12)N1CC=2N=CN=CC2C1)Cl)=O)C(=O)O)C 1-(6-amino-4-meth-ylpyridin-3-yl)-6-chloro-7-(5,7-di-hydro-6H-pyrrolo-[3,4-d]pyrimidin-6-yl)-4-oxo-1,4-dihydro-1,8-naphthyridine-3-carboxylic acid